[N+]1(=CC=CC2=CC=CC=C12)[O-] Quinoline-N-oxide